CN([C@@H](C(C)C)C(=O)OC)C([C@H](NC)C)=O methyl N-methyl-N-(methyl-D-alanyl)-L-valinate